N1(C=NC=C1)C1=C(C=C(C(=C1)N1C=NC=C1)C(=O)O)C(=O)O 4,6-di-1H-imidazol-1-yl-1,3-benzenedicarboxylic acid